N-(1-methyl-3-(4,4,5,5-tetramethyl-1,3,2-dioxaborolan-2-yl)-1H-pyrrolo[2,3-c]pyridin-5-yl)acetamide CN1C=C(C=2C1=CN=C(C2)NC(C)=O)B2OC(C(O2)(C)C)(C)C